ClC1=C(C(=O)NCC(N2CCC(CC2)OC=2N=NC(=CC2)F)C2=C(N=CS2)C(F)F)C(=CC=C1)F 2-Chloro-N-{2-[4-(difluoromethyl)-1,3-thiazol-5-yl]-2-{4-[(6-fluoropyridazin-3-yl)oxy]piperidin-1-yl}ethyl}-6-fluorobenzamide